FC1=CC=C(C=C1)N(C(=O)[C@H]1N(C[C@@H](C1)O)C(=O)OC(C)(C)C)C tert-butyl (2S,4R)-2-[(4-fluorophenyl)(methyl)carbamoyl]-4-hydroxypyrrolidine-1-carboxylate